ClC1=C(C=CC=C1)C1C(NC2=CC(=CC=3C(NN=C1C32)=O)F)C3CN(CC3)CCOC 12-(2-chlorophenyl)-7-fluoro-11-[1-(2-methoxyethyl)pyrrolidin-3-yl]-2,3,10-triazatricyclo[7.3.1.0{5,13}]tridec-1,5(13),6,8-tetraen-4-one